C(OCC1=CC=C(C=C1)NC([C@H](CCCCNC(=O)OC(C)(C)C)NC(C(C(C)C)NC(=O)OCC1C2=CC=CC=C2C=2C=CC=CC12)=O)=O)(OC1=CC=C(C=C1)[N+](=O)[O-])=O [4-[[(2S)-6-(tert-butoxycarbonylamino)-2-[[2-(9H-fluoren-9-ylmethoxycarbonylamino)-3-methyl-butanoyl]amino]hexanoyl]amino]phenyl]methyl (4-nitrophenyl) carbonate